tert-butyl 2-[1-[5-(2,6-dioxo-piperidin-3-yl)-3-fluoro-pyridin-2-yl]-4-hydroxy-piperidin-4-yl]acetate O=C1NC(CCC1C=1C=C(C(=NC1)N1CCC(CC1)(O)CC(=O)OC(C)(C)C)F)=O